C1(CC1)C=1NC(=NN1)C1CC2(CN(C2)C(=O)N2CC(C2)C2=CC=C(C=C2)N2N=C(N=C2C)C(F)F)C1 [6-(5-cyclopropyl-4H-1,2,4-triazol-3-yl)-2-azaspiro[3.3]heptan-2-yl]-[3-[4-[3-(difluoromethyl)-5-methyl-1,2,4-triazol-1-yl]phenyl]azetidin-1-yl]methanone